FC(C=1C=C(OC2=C(C#N)C=CC=C2OC)C=C(C1)C(F)(F)F)F 3-(difluoromethyl)-5-(trifluoromethyl)phenoxyl-3-methoxy-benzonitrile